C1(CC1)C(=O)NC1=NC=C(C(=N1)NC1=C(C(=CC=C1)C1=NN(C(=C1)P(=O)(C1CC1)C1CC1)C)OC)C(=O)N 2-(cyclopropanecarboxamido)-4-((3-(5-(dicyclopropylphosphoryl)-1-methyl-1H-pyrazol-3-yl)-2-methoxyphenyl)amino)pyrimidine-5-carboxamide